1,1-difluoro-2-isocyanato-2-methylpropan FC(C(C)(C)N=C=O)F